BrC1=CC=2N(C3=CC(=CC=C3C2C=C1)Br)C1=CC=C(C=C1)C(C)(C)C 2,7-dibromo-9-(4-tert-butylphenyl)-carbazole